2-[(2-methoxyphenyl)amino]-N-methyl-7-oxo-8-phenyl-5-[2-(triisopropylsilyl)ethynyl]pyrido[2,3-d]pyrimidine-6-carboxamide COC1=C(C=CC=C1)NC=1N=CC2=C(N1)N(C(C(=C2C#C[Si](C(C)C)(C(C)C)C(C)C)C(=O)NC)=O)C2=CC=CC=C2